C1(CC1)C=1C=CC=2N(C1)C=C(N2)CNC=2C=CC(=C(C2)NC(=O)[C@@H]2[C@H](C2)C2=NC=CC(=N2)C)S(N)(=O)=O |r| rac-(1S*,2S*)-N-(5-(((6-cyclopropylimidazo[1,2-a]pyridin-2-yl)methyl)amino)-2-sulfamoylphenyl)-2-(4-methylpyrimidin-2-yl)cyclopropane-1-carboxamide